{1-(ethanesulfonyl)-3-[4-(7H-pyrrolo[2,3-d]pyrimidin-4-yl)-1H-pyrazol-1-yl]azetidin-3-yl}acetonitrile C(C)S(=O)(=O)N1CC(C1)(N1N=CC(=C1)C=1C2=C(N=CN1)NC=C2)CC#N